benzo[d]-1,2,3-triazole N1N=NC2=C1C=CC=C2